difluorophthalimide phosphate P(=O)(O)(O)O.FC=1C(=C2C(C(=O)NC2=O)=CC1)F